C12(CC3CC(CC(C1)C3)C2)P(C2(CC=CC=C2)N2CCCCC2)C23CC1CC(CC(C2)C1)C3 Di(1-adamantyl)-1-piperidinyl-phenylphosphine